8-((1R,3s,5S)-8-oxabicyclo[3.2.1]oct-3-ylmethyl)-1-ethyl-3-(4-(trifluoromethyl)phenyl)-1,3,8-triazaspiro[4.5]decane-2,4-dione [C@H]12CC(C[C@H](CC1)O2)CN2CCC1(C(N(C(N1CC)=O)C1=CC=C(C=C1)C(F)(F)F)=O)CC2